BrC1=CC=2C3=C(N=NC2C=C1)N(C(N3C3CCOCC3)=O)C 8-bromo-3-methyl-1-(tetrahydro-2H-pyran-4-yl)-1H-imidazo[4,5-c]cinnolin-2(3H)-one